OC1=NC=2C=CC3=C(C2N=C1)C(=C(S3)C(=O)OC)NC[C@@H](C)NC methyl (R)-3-hydroxy-9-((2-(methylamino)propyl) amino)thieno[3,2-f]quinoxaline-8-carboxylate